4,4'-bis-(2-morpholino-4-anilino-s-triazin-6-ylamino)stilbenedisulfonic acid O1CCN(CC1)C1=NC(=NC(=N1)NC1=CC=CC=C1)NC1=C(C(=C(C=C1)C=CC1=CC=C(C=C1)NC1=NC(=NC(=N1)N1CCOCC1)NC1=CC=CC=C1)S(=O)(=O)O)S(=O)(=O)O